C1CC(=O)NC(C(=O)NCC(=O)OSSSOC(=O)C1N)CS Glutathione trisulfide